Dimethyl(piperidin-3-ylimino)-λ6-sulfanone CS(=O)(=NC1CNCCC1)C